2,3-dimethylquinoxaline-6-carboxylic acid CC1=NC2=CC=C(C=C2N=C1C)C(=O)O